C(C)(C)(C)C=1C(=C(C=C(C1)CCC(=O)OCC(CCCC)CC)N1N=C2C(=N1)C=CC=C2)O 2-(3'-tert-Butyl-5'-[2-(2-ethylhexyloxy)carbonylethyl]-2'-hydroxyphenyl)benzo-triazol